OC1(CC(C1)C(=O)N1CC2(C1)CCC(CC2)CC2=CC=C1C(=N2)N(N=C1)C)C ((1s,3s)-3-Hydroxy-3-methylcyclobutyl)(7-((1-methyl-1H-pyrazolo[3,4-b]pyridin-6-yl)methyl)-2-azaspiro[3.5]nonan-2-yl)methanone